C(C)(C)C=1C(=NC=CC1)CC1N(C(C2=CC=CC=C12)=O)CC1=CC2=C(NC(O2)=O)C=C1 6-((1-((3-isopropylpyridin-2-yl)methyl)-3-oxoisoindolin-2-yl)methyl)benzo[d]oxazol-2(3H)-one